[Pd+2].ClC1(CCC(CC1)P(C1CCCCC1)C1CCCCC1)Cl trans-dichloro(tricyclohexylphosphine) palladium (II)